C(C)(C)(C)OC(=O)NC(C(=O)OC)C=1C=CC=2N(N1)N=CC2 methyl 2-(tert-butoxycarbonylamino)-2-pyrazolo[1,5-b]pyridazin-6-yl-acetate